(1S,2S)-2-fluoro-N-(6-(3-methylthiophen-2-yl)imidazo[1,2-a]pyridin-2-yl)cyclopropane-1-carboxamide F[C@@H]1[C@@H](C1)C(=O)NC=1N=C2N(C=C(C=C2)C=2SC=CC2C)C1